(E)-3-(3,4,5-trihydroxyphenyl)acrylic acid OC=1C=C(C=C(C1O)O)/C=C/C(=O)O